O1COC2=C1C=CC(=C2)NC2=NC=C(C(=N2)N2N=CC(=C2)NC(=O)N[C@H](CO)C2=CC=CC=C2)C (S)-1-(1-(2-(benzo[d][1,3]dioxol-5-ylamino)-5-methyl-pyrimidin-4-yl)-1H-pyrazol-4-yl)-3-(2-hydroxy-1-phenylethyl)urea